6-((4-(ethoxymethyl)-4-phenethylpiperidin-1-yl)methyl)-1-methyl-1,4-dihydro-2H-benzo[d][1,3]oxazin-2-one citrate C(CC(O)(C(=O)O)CC(=O)O)(=O)O.C(C)OCC1(CCN(CC1)CC1=CC2=C(N(C(OC2)=O)C)C=C1)CCC1=CC=CC=C1